N1,N4-bis(5-aminopyridin-2-yl)succinamide NC=1C=CC(=NC1)NC(CCC(=O)NC1=NC=C(C=C1)N)=O